5-[2-methyl-5-[[(2S)-morpholin-2-yl]methoxy]-4-pyridyl]-N-(2-pyridyl)pyrazolo[1,5-a]pyridin-2-amine CC1=NC=C(C(=C1)C1=CC=2N(C=C1)N=C(C2)NC2=NC=CC=C2)OC[C@@H]2CNCCO2